BrC1=CC2=C(C3=C(O2)C=CC(=C3)S(=O)(=O)Cl)C=C1 7-bromodibenzo[b,d]furan-2-sulfonyl chloride